[Na+].[Na+].S(=O)(=O)([O-])C1=CC=C(C=C1)SSC1=CC=C(C=C1)S(=O)(=O)[O-] bis-(p-sulfophenyl) disulfide disodium salt